CS(=O)(=O)C=1NC=CC1 methanesulfonylpyrrol